(E)-4-(dimethylamino)-N-(3-(3-nitro-4-(1-oxo-1,2,3,4-tetrahydroisoquinolin-6-yl)-1H-pyrazol-1-yl)phenyl)but-2-enamide CN(C/C=C/C(=O)NC1=CC(=CC=C1)N1N=C(C(=C1)C=1C=C2CCNC(C2=CC1)=O)[N+](=O)[O-])C